ClC1=CC(=CC(=N1)C(=O)N)C1=CC=NN1C 6-chloro-4-(1-methyl-1H-pyrazol-5-yl)picolinamide